2-(4-chlorophenyl)-N-methyl-7-(1-methyl-1H-imidazol-4-yl)-1H-indole ClC1=CC=C(C=C1)C=1N(C2=C(C=CC=C2C1)C=1N=CN(C1)C)C